(S)-6-(5-hydroxypyrazine-2-carbonyl)-2-(1-(trifluoromethyl)cyclopropane-1-carbonyl)-2,6-diazaspiro[3.4]octane-8-carboxylic acid OC=1N=CC(=NC1)C(=O)N1CC2(CN(C2)C(=O)C2(CC2)C(F)(F)F)[C@@H](C1)C(=O)O